C(C)(C)(C)C1=C(C=CC(=C1)C(C)(C)C)OP(OC1=C(C=C(C=C1)C(C)(C)C)C(C)(C)C)OC1=C(C=C(C=C1)C(C)(C)C)C(C)(C)C Tris-(2,4-di-tert-butyl-phenyl)-phosphite